C(C)(C)(C)C1=CC(=CC=C1O)C 6-tertiary butyl-4-methyl-phenol